COC=1C=C(C=CC1OC)[C@@]12CCN([C@H]2CC(CC1)=NNC(=O)NCC1CCC(CC1)C(=O)O)C 4-[[[[(3aS,7aS)-3a-(3,4-dimethoxyphenyl)-1-methyl-2,3,4,5,7,7a-hexahydroindol-6-ylidene]amino]carbamoylamino]methyl]cyclohexanecarboxylic acid